2-(6-oxa-1-aza-spiro[3.3]hept-1-yl)-benzothiazole-5-carboxylic acid benzo[1,3]dioxol-5-ylamide O1COC2=C1C=CC(=C2)NC(=O)C=2C=CC1=C(N=C(S1)N1CCC13COC3)C2